tert-butyl 2-amino-7-[(1S)-1-methoxyethyl]-[1,2,4]triazolo[1,5-a]pyrimidine-6-carboxylate NC1=NN2C(N=CC(=C2[C@H](C)OC)C(=O)OC(C)(C)C)=N1